(R)-N-(8-fluoro-2-methylimidazo[1,2-a]pyridin-6-yl)-5-(methyl-(4-azaspiro[2.5]octane-7-yl)amino)pyrazine-2-carboxamide FC=1C=2N(C=C(C1)NC(=O)C1=NC=C(N=C1)N([C@@H]1CCNC3(CC3)C1)C)C=C(N2)C